(S)-3''-chloro-4''-((2,4-difluorophenyl)methoxy-d2)-3-(2-hydroxypropan-2-yl)-5',6''-dimethyl-2H,2''H-[1,2':4',1''-terpyridin]-2,2''-dione ClC=1C(N(C(=CC1OC([2H])([2H])C1=C(C=C(C=C1)F)F)C)C1=CC(=NC=C1C)N1C(C(=CC=C1)C(C)(C)O)=O)=O